(S)-3,5-dichloro-4-(2-(3-(cyclopropylmethoxy)-4-(difluoromethoxy)phenyl)-2-(2-methoxy-5-(methylsulfonylaminomethyl)-benzoyloxy)ethyl)pyridine 1-oxide ClC=1C=[N+](C=C(C1C[C@H](OC(C1=C(C=CC(=C1)CNS(=O)(=O)C)OC)=O)C1=CC(=C(C=C1)OC(F)F)OCC1CC1)Cl)[O-]